bicyclo[2.2.2]octane-2,6-dione C12C(CC(CC1=O)CC2)=O